acryloxybutyldimethylmethoxysilane C(C=C)(=O)OCCCC[Si](OC)(C)C